D-2,3-dichloro-1,4-naphthoquinone ClC=1C(C2=CC=CC=C2C(C1Cl)=O)=O